(S,E)-N-(1-(7-(2-Cyclopropylvinyl)quinolin-5-yl)cyclopropyl)-2-methyl-5-((1-methylazetidin-2-yl)methoxy)benzamide C1(CC1)/C=C/C1=CC(=C2C=CC=NC2=C1)C1(CC1)NC(C1=C(C=CC(=C1)OC[C@H]1N(CC1)C)C)=O